2-(4-cyclopropyl-1,3-thiazol-2-yl)-7-(trifluoromethyl)[1,2,4]triazolo[1,5-c]quinazolin C1(CC1)C=1N=C(SC1)C1=NN2C=NC=3C(=CC=CC3C2=N1)C(F)(F)F